C1=C(C=C(C2=CC(=CC=C12)C(=O)O)C(=O)O)C(=O)O.[Ti] titanium 2,4,6-naphthalenetricarboxylic acid